(methoxymethyl)pyrazolo[1,5-a]pyrimidine-7-carboxamide COCC1=NN2C(N=CC=C2C(=O)N)=C1